L-valine, 2-[(2-amino-1,6-dihydro-6-oxo-9H-purin-9-yl)methoxy]ethyl ester N[C@@H](C(C)C)C(=O)OCCOCN1C=2N=C(NC(C2N=C1)=O)N